14Z-Eicosaenoic acid C(C=CCCCCCCCCCCCCCCCCC)(=O)O